(S)-N-cyclopentyl-2,2-difluoro-4-(4-methyl-5-oxocyclohex-3-en-1-yl)pent-4-enamide C1(CCCC1)NC(C(CC(=C)[C@H]1CC=C(C(C1)=O)C)(F)F)=O